4-(2-(Difluoromethoxy)-4-(piperazin-1-yl)phenyl)-7-fluoro-6-(1-isobutyryl-1,2,5,6-tetrahydropyridin-3-yl)-N,N-dimethyl-1H-indole-2-carboxamide FC(OC1=C(C=CC(=C1)N1CCNCC1)C1=C2C=C(NC2=C(C(=C1)C=1CN(CCC1)C(C(C)C)=O)F)C(=O)N(C)C)F